C(C)(C)(C)C=1C(=NC=C(C1)I)Cl Tert-butyl-2-chloro-5-iodopyridine